1-acetyl-5-ethylpyrimidine-2,4(1H,3H)-dione C(C)(=O)N1C(NC(C(=C1)CC)=O)=O